3-methyl-2-(1-methyl-4-piperidyl)-7-(4,4,5,5-tetramethyl-1,3,2-dioxaborolan-2-yl)quinoline CC=1C(=NC2=CC(=CC=C2C1)B1OC(C(O1)(C)C)(C)C)C1CCN(CC1)C